C(CCC)[C@@H]1N[C@H](C2=CC=C(C=C2C1)OC)C1=CC=C(C=C1)NC12CC3CC(CC(C1)C3)C2 (3R,5R,7R)-N-(4-((1S,3S)-3-butyl-6-methoxy-1,2,3,4-tetrahydroisoquinolin-1-yl)phenyl)adamantan-1-amine